COCC(C)O propylene glycol monomethyl ether